C1(CC1)CN1C(=CC=2C1=NC(=CC2)N2CCC(CC2)S(=O)(=O)C)C2=NC1=C(N2C)C(=CC(=C1)C(=O)N1C2CCC(C1)[C@H]2N)OC (7R)-2-{2-[1-(cyclopropylmethyl)-6-(4-methanesulfonylpiperidin-1-yl)-1H-pyrrolo[2,3-b]pyridin-2-yl]-7-methoxy-1-methyl-1H-1,3-benzodiazole-5-carbonyl}-2-azabicyclo[2.2.1]heptan-7-amine